ClC=1C=CC(=NC1)C=1OC(=CN1)CCl 5-chloro-2-[5-(chloromethyl)-1,3-oxazol-2-yl]pyridine